tert-Butyl 4-[[[6-(1-methylpyrazol-4-yl)pyrazolo[1,5-a]pyrazin-4-yl]amino]methyl]piperidine-1-carboxylate CN1N=CC(=C1)C=1N=C(C=2N(C1)N=CC2)NCC2CCN(CC2)C(=O)OC(C)(C)C